C1(CCCCC1)CC(=O)OC[C@H]1O[C@H]([C@]([C@@H]1O)(C)F)N1C2=NC(=NC(=C2N=C1)N(C(CC1CCCCC1)=O)C)N ((2R,3R,4R,5R)-5-(2-amino-6-(2-cyclohexyl-N-methylacetamido)-9H-purin-9-yl)-4-fluoro-3-hydroxy-4-methyltetrahydrofuran-2-yl)methyl 2-cyclohexylacetate